C(=O)OC.[NH4+] ammonium methyl formate